FC(C=1C=CC(=C2C=CC=NC12)C1C2(CC2(CN1)C(F)(F)F)C(=O)NC1CCN(CC1)C)(F)F (8-trifluoromethylquinolin-5-yl)-N-(1-methylpiperidin-4-yl)-5-(trifluoromethyl)-3-azabicyclo[3.1.0]hexane-1-carboxamide